2-butyl-1-methyl-7-(1-methyl-1,2,3,6-tetrahydropyridin-4-yl)-1H-imidazo[4,5-d]thieno[3,2-b]pyridine-4-amine C(CCC)C1=NC=2C(=C3C(=NC2N)C=C(S3)C=3CCN(CC3)C)N1C